6-[5-(difluoromethyl)-1,3,4-oxadiazol-2-yl]-2-[(1R*,2R*)-1-(3,4-difluorophenyl)-2-hydroxy-2-(pyridin-2-yl)ethyl]-2,3-dihydro-1H-isoindol-1-one FC(C1=NN=C(O1)C1=CC=C2CN(C(C2=C1)=O)[C@@H]([C@H](C1=NC=CC=C1)O)C1=CC(=C(C=C1)F)F)F |o1:17,18|